C(C)(C)(C)N1CC(C1)C(C)N1N=NC=2C=NC=3C(=C(C(=CC3C21)Cl)Br)F tert-butyl-3-(1-(7-bromo-8-chloro-6-fluoro-1H-[1,2,3]triazolo[4,5-c]quinolin-1-yl)ethyl)azetidine